N-(5-bromothiazolo[5,4-b]pyridin-2-yl)-2'-chloro-5'-methoxy-6-methyl-[4,4'-bipyridine]-3-carboxamide BrC1=CC=C2C(=N1)SC(=N2)NC(=O)C=2C=NC(=CC2C2=CC(=NC=C2OC)Cl)C